ClC=1C=C2C(=C(NC2=CC1)C(=O)NCCCCCCC(=O)N[C@H](C(=O)N1[C@@H](C[C@H](C1)O)C(NCC1=CC=C(C=C1)C1=C(N=CS1)C)=O)C(C)(C)C)C1=CC=CC=C1 5-chloro-N-(7-(((S)-1-((2S,4R)-4-hydroxy-2-((4-(4-methylthiazol-5-yl)benzyl)carbamoyl)pyrrolidin-1-yl)-3,3-dimethyl-1-oxobutan-2-yl)amino)-7-oxoheptyl)-3-phenyl-1H-indole-2-carboxamide